(R)-N-(4-(4-(4-chloro-6-cyanopyrimidin-2-yl)piperazine-1-sulfonimidoyl)phenyl)-2-(N-methylmethylsulfonamido)benzamide ClC1=NC(=NC(=C1)C#N)N1CCN(CC1)[S@](=O)(=N)C1=CC=C(C=C1)NC(C1=C(C=CC=C1)N(S(=O)(=O)C)C)=O